BrC1=C(CN(S(=O)(=O)C2=CC=C(C=C2)NC(=O)NCC2=CC=NC=C2)CC2=CC=C(C=C2)F)C=CC=C1 N-(2-bromobenzyl)-N-(4-fluorobenzyl)-4-(3-(pyridin-4-ylmethyl)ureido)benzenesulfonamide